trans-3-(methoxy-methyl-carbamoyl)-4-methyl-pyrrolidine-1-carboxylic acid tert-butyl ester C(C)(C)(C)OC(=O)N1C[C@H]([C@@H](C1)C)C(N(C)OC)=O